2-(2,6-dioxo-hexahydropyridin-3-yl)-4-(piperazin-1-yl)isoindole-1,3-dione O=C1NC(CCC1N1C(C2=CC=CC(=C2C1=O)N1CCNCC1)=O)=O